Tri(3-ethyl-2-pentyl)citrat C(C)C(C(C)C(C(C(C(=O)[O-])(C(C)C(CC)CC)C(C)C(CC)CC)(O)C(=O)[O-])C(=O)[O-])CC